OCCCN1N=CC=C1C#N 1-(3-hydroxypropyl)-1H-pyrazole-5-carbonitrile